N-(furan-2-ylmethyl)-1H-pyrazolo[3,4-d]pyrimidin-4-amine O1C(=CC=C1)CNC1=C2C(=NC=N1)NN=C2